aluminum tri(isopropoxide) CC([O-])C.CC([O-])C.CC([O-])C.[Al+3]